The molecule is a menaquinone whose side-chain contains six isoprene units in an all-trans-configuration and in which the hydrogen at position 8 on the naphthoquinone ring has been replaced by a methyl group.. It has a role as a bacterial metabolite. It is a member of menaquinones and an 8-methylmenaquinone. CC1=C2C(=CC=C1)C(=O)C(=C(C2=O)C)C/C=C(\\C)/CC/C=C(\\C)/CC/C=C(\\C)/CC/C=C(\\C)/CC/C=C(\\C)/CCC=C(C)C